2-(azepan-1-yl)-5-bromo-N-(3-methylsulfonyl-phenyl)pyridine-3-carboxamide N1(CCCCCC1)C1=NC=C(C=C1C(=O)NC1=CC(=CC=C1)S(=O)(=O)C)Br